C(C)(=O)C1=NC=C(C(=C1)N1C(C(=C(C=C1C)OCC1=NC=C(C=C1F)F)Cl)=O)CC 2'-acetyl-3-chloro-4-[(3,5-difluoropyridin-2-yl)methoxy]-5'-ethyl-6-methyl-[1,4'-bipyridin]-2-one